ClC1=C(C=C(C=C1)NC1=C(C=C(OC=2C(=NC=CC2)C(=O)NC)C=C1)F)C(F)(F)F [4-{4-chloro-3-(trifluoromethyl)phenyl}amino-3-fluorophenoxy]-N-methylpyridine-2-carboxamide